N[C@@H]1C(N([C@@H]([C@@H](C1)C1=CC=CC=C1)C)CC(F)(F)F)=O (3S,5S,6R)-3-amino-6-methyl-5-phenyl-1-(2,2,2-trifluoroethyl)piperidin-2-one